FC(N1N=C(C=C1)[C@H](CC)N)F (1S)-1-[1-(difluoromethyl)pyrazol-3-yl]propan-1-amine